(fluoromethyl)-2-oxabicyclo[2.1.1]Hexane-4-carbonitrile FCC12OCC(C1)(C2)C#N